C(C)(C)(C)N(C(O)=O)C1CC(C1)OC=1C=C2C(=NC=NC2=CC1OC)NCC1=CC(=CC=C1)Cl.C(C)OC1CCC(CC1)NC1=NC=C(C(=N1)NC[C@H](C)O)C(=O)N 2-((1r,4S)-4-ethoxycyclohexylamino)-4-((S)-2-hydroxypropylamino)pyrimidine-5-carboxamide tert-butyl-(3-((4-((3-chlorobenzyl)amino)-7-methoxyquinazolin-6-yl)oxy)cyclobutyl)carbamate